diglycerin borate B(O)(O)O.OCC(O)CO.OCC(O)CO